2-[2-(dimethylamino)ethyl]-1,3-oxazole-4-carbonitrile CN(CCC=1OC=C(N1)C#N)C